C(C)(=O)OCC1=C(C=C(C(=O)OC)C=C1B1OC(C(O1)(C)C)(C)C)C(F)F methyl 4-(acetoxymethyl)-3-(difluoromethyl)-5-(4,4,5,5-tetramethyl-1,3,2-dioxaborolan-2-yl)benzoate